C(=O)O.O=C1NC=CC=C1C(=O)N 2-oxo-pyridine-3-carboxamide formate salt